CC=1N=CSC1C1=CC=C(C=C1)[C@H](C)NC(=O)C1NCCC1 N-{(1S)-1-[4-(4-methyl-1,3-thiazol-5-yl)phenyl]ethyl}pyrrolidine-2-carboxamide